oxine OC1C=CC=C2C=CC=NC=12